CC=1C(=NC=C(C1)C)N1C=C(C(C2=CC(=C(C(=C12)Cl)N1CCNCC1)F)=O)C(=O)O 1-(3,5-dimethyl-2-pyridinyl)-8-chloro-6-fluoro-1,4-dihydro-7-piperazinyl-4-oxo-3-quinolinecarboxylic acid